C1(=CC=CC=C1)P(=O)(C1=CC2=C(C=C1)C1=CC=CC=C1C21C2=CC=CC=C2N2C3=C1C=CC=C3OC=3C=CC=CC23)C2=CC=CC=C2 2-(diphenylphosphinyl)-spiro[9H-fluorene-9,9'-quino[3,2,1-kl]phenoxazine]